P(=O)(OC1=C2C(=CNC2=CC=C1)C(C([2H])N(C([2H])([2H])[2H])C([2H])([2H])[2H])([2H])[2H])(O)O 3-(2-(bis(methyl-d3)amino)ethyl-1,1,2-d3)-1H-indol-4-yl dihydrogen phosphate